CCOC([O-])=O 2-ethylcarbonate